BrC=1C=C(OC=2C=NN(C2C(=O)NN(C(=O)OC)CC2=C(C=C(C=C2)C)C)C(C)(C)C)C=CC1 Methyl 2-(4-(3-bromophenoxy)-1-(tert-butyl)-1H-pyrazole-5-carbonyl)-1-(2,4-dimethylbenzyl)hydrazine-1-carboxylate